tert-butyl (3R*,4R*)-4-({[3,5-bis(trifluoromethyl)phenyl]carbamoyl}amino)-3-(4-fluorophenyl)piperidine-1-carboxylate FC(C=1C=C(C=C(C1)C(F)(F)F)NC(=O)N[C@H]1[C@@H](CN(CC1)C(=O)OC(C)(C)C)C1=CC=C(C=C1)F)(F)F |o1:16,17|